FC1=C(C=CC=C1C)C=1C(=CC2=C(N(C(N=C2N2[C@H](CNCC2)C)=O)C=2C(=NC=CC2C)C(C)C)N1)C#N (S)-7-(2-fluoro-3-methylphenyl)-1-(2-isopropyl-4-methylpyridin-3-yl)-4-(2-methylpiperazin-1-yl)-2-oxo-1,2-dihydropyrido[2,3-d]pyrimidine-6-carbonitrile